NC1CCCN(C1)C(=O)OC(C)(C)C tert-butyl (3R)-5-aminopiperidine-1-carboxylate